10-(4-(2-oxa-6-azaspiro[3.3]heptan-6-yl)butyl)-3,7-di(1H-indazol-5-yl)-8-methyl-10H-benzo[b]pyrido[2,3-e][1,4]oxazine C1OCC12CN(C2)CCCCN2C1=C(OC3=C2N=CC(=C3)C=3C=C2C=NNC2=CC3)C=C(C(=C1)C)C=1C=C3C=NNC3=CC1